C[Si](OC1=CC=C(C=C1)N1C(C=CC1=O)=O)(C)C Trimethyl-(4-maleimidophenoxy)silane